[Cl].C(C=C)N1CN(C=C1)C 1-allyl-3-methylimidazole chlorine salt